1-methyl-6-heptenyltrimethoxysilane CC(CCCCC=C)[Si](OC)(OC)OC